N-(2-((1r,4r)-4-(4-((E)-3-(adamantan-1-yl)acryloyl)piperazin-1-yl)cyclohexyl)-6-(2-hydroxypropan-2-yl)-2H-indazol-5-yl)-3-cyanopyrrolo[1,2-b]pyridazine-7-carboxamide C12(CC3CC(CC(C1)C3)C2)/C=C/C(=O)N2CCN(CC2)C2CCC(CC2)N2N=C3C=C(C(=CC3=C2)NC(=O)C2=CC=C3N2N=CC(=C3)C#N)C(C)(C)O